1-(3-(4-amino-5-((2-cyclopropylbenzo[d]oxazol-5-yl)ethynyl)pyrrolo[2,1-f][1,2,4]triazin-7-yl)azetidin-1-yl)prop-2-en-1-one NC1=NC=NN2C1=C(C=C2C2CN(C2)C(C=C)=O)C#CC=2C=CC1=C(N=C(O1)C1CC1)C2